5-((R)-2-amino-2-phenylacetamido)-2-methyl-N-((R)-1-(naphthalen-1-yl)ethyl)benzamide acryloxyoctyl-dihydrogenphosphate C(C=C)(=O)OCCCCCCCCOP(=O)(O)O.N[C@@H](C(=O)NC=1C=CC(=C(C(=O)N[C@H](C)C2=CC=CC3=CC=CC=C23)C1)C)C1=CC=CC=C1